FC(C#CC(CCCCC)C=C)(F)F alpha-(trifluoromethyl)-octynyl-ethylene